[2-[2-[tert-butyl(dimethyl)silyl]oxyethyl]-5-ethyl-4-iodo-pyrazol-3-yl]methanol [Si](C)(C)(C(C)(C)C)OCCN1N=C(C(=C1CO)I)CC